N(=[N+]=[N-])CCO[C@H](CI)OCCI (S)-1-(2-azidoethoxy)-2-iodo-1-(2-iodoethyloxy)ethane